4-oxo-thiophene O=C1C=CSC1